tert-butyl 2'-bromo-9'-oxo-4',5',6',9'-tetrahydrospiro[piperidine-4,8'-pyrano[4,3-d][1,2,4]triazolo[1,5-a]pyrimidine]-1-carboxylate BrC1=NN2C(NC3=C(C2=O)C2(OCC3)CCN(CC2)C(=O)OC(C)(C)C)=N1